3,5-bis(α-hydroxyisopropyl)phenyl benzoate C(C1=CC=CC=C1)(=O)OC1=CC(=CC(=C1)C(C)(C)O)C(C)(C)O